ClC=1C=C2C(=C(C(NC2=CC1)=O)C1=NNC(C1)C1=CC2=CN(N=C2C=C1)CC)C1=CC=CC=C1 6-chloro-3-[5-(2-ethylindazol-5-yl)-4,5-dihydro-1H-pyrazol-3-yl]-4-phenyl-1H-quinolin-2-one